COC=1C=C(C=CC1)/C=C/C#N (E)-3-(3-methoxyphenyl)acrylonitrile